N-(3,5-dihydroxyphenyl)pyrazine-2-carboxamide OC=1C=C(C=C(C1)O)NC(=O)C1=NC=CN=C1